C(C)(C)(C)OC(=O)N1C[C@@H](N(CC1)C=1C2=C(N=CN1)C(=CN2C2=NC=CC=C2)C2=NC=CC(=C2)Cl)C.COC2=CC=C(C=C2)C2=CC=C(C=C2)B(O)O 4'-methoxy-4-biphenyl-boronic acid tert-butyl-(S)-4-(7-(4-chloropyridin-2-yl)-5-(pyridin-2-yl)-5H-pyrrolo[3,2-d]pyrimidin-4-yl)-3-methylpiperazine-1-carboxylate